CN1C(N(C=2N=C(N(C2C1=O)C)SCC1=C(C#N)C=CC=C1)C)=O 2-((1,3,7-trimethyl-2,6-dioxo-2,3,6,7-tetrahydro-1H-purin-8-ylsulfanyl)methyl)benzonitrile